(1S,4S)-4'-(benzyloxy)-7-(dibenzylamino)-4-methyl-2'-(methylsulfinyl)-3,4,5',8'-tetrahydro-2H-spiro[naphthalene-1,7'-pyrano[4,3-d]pyrimidine]-8-carbonitrile C(C1=CC=CC=C1)OC=1C2=C(N=C(N1)S(=O)C)C[C@@]1(OC2)CC[C@@H](C2=CC=C(C(=C21)C#N)N(CC2=CC=CC=C2)CC2=CC=CC=C2)C